ClC=1C(=NC(=NC1)NC1=CC=C(C=C1)S(=O)(=O)NCC(C)C)N1[C@H](COC2(CC2)C1)C 4-({5-chloro-4-[(6S)-6-methyl-4-oxa-7-azaspiro[2.5]octan-7-yl]pyrimidin-2-yl}amino)-N-(2-methylpropyl)benzenesulfonamide